4-[(4-aminophenyl)(naphthalene-2-yl)methyl]aniline NC1=CC=C(C=C1)C(C1=CC=C(N)C=C1)C1=CC2=CC=CC=C2C=C1